C(C)(C)(C)C1=C(C=C(C(=C1)O)C(C)(C)C)O 2,5-ditert-butyl-1,4-benzenediol